2-[5,6-difluoro-2-[[6-methoxy-5-[3-(1-methylpyrrolidin-1-ium-1-yl)propoxy]-1,3-benzothiazol-2-yl]methylcarbamoyl]indan-2-yl]acetate FC=1C=C2CC(CC2=CC1F)(C(NCC=1SC2=C(N1)C=C(C(=C2)OC)OCCC[N+]2(CCCC2)C)=O)CC(=O)[O-]